N-(4-((S)-2-(6-ethoxypyridin-3-yl)propyl)-6-(((R)-1-hydroxy-4-methylpent-2-yl)amino)-1,3,5-triazin-2-yl)methanesulfonamide C(C)OC1=CC=C(C=N1)[C@H](CC1=NC(=NC(=N1)N[C@@H](CO)CC(C)C)NS(=O)(=O)C)C